diethyl (3-acetyl-1-(2-((1R,3S,5R)-5-(azidomethyl)-3-((6-bromo-3-methylpyridin-2-yl)carbamoyl)-2-azabicyclo[3.1.0]hexan-2-yl)-2-oxoethyl)-1H-indol-6-yl)phosphonate C(C)(=O)C1=CN(C2=CC(=CC=C12)P(OCC)(OCC)=O)CC(=O)N1[C@@H]2C[C@@]2(C[C@H]1C(NC1=NC(=CC=C1C)Br)=O)CN=[N+]=[N-]